CC1=C(C=C(COC2CCN(CC2)C(=O)N2N=C(C=C2)C(=O)O)C=C1)C(F)(F)F 1-(4-((4-methyl-3-(trifluoromethyl)benzyl)oxy)piperidine-1-carbonyl)-1H-pyrazole-3-carboxylic acid